ClC=1C=C2C(=NC=NC2=CC1C1=NC(=CC2=CC=CC=C12)NC(C)C)N1CCN(CC1)C(C=C)=O 1-[4-(6-chloro-7-[3-[(propan-2-yl)amino]isoquinolin-1-yl]quinazolin-4-yl)piperazin-1-yl]prop-2-en-1-one